[Ag].[Au].[Mo].[Cu] copper-molybdenum-gold-silver